FC(C(=O)O)(F)F.FC1([C@@H](CNCC1)NC(=O)C=1C=NC(=NC1)C=1C=NC=C(C1)OC1=NC=CC=C1OCC)F N-[(3R)-4,4-difluoropiperidin-3-yl]-2-{5-[(3-ethoxypyridin-2-yl)oxy]pyridin-3-yl}pyrimidine-5-carboxamide, trifluoroacetate salt